[Pd].C1(=CC=CC=C1)P(C1=CC=CC=C1)C1=CC=CC=C1 (triphenyl-phosphine) palladium(0)